(+-)-(3,5-dioxa-4-phosphocyclohepta[2,1-a:3,4-a']dinaphthalen-4-yl)bis(1-phenylethyl)amine P(=O)(=O)C1(OC2=C(C=3C=CC=CC3C=C2)C=2C(=CC=C3C=CC=CC23)O1)N(C(C)C1=CC=CC=C1)C(C)C1=CC=CC=C1